1,1'-didecyl-4,4'-bipyridinium Dibromide [Br-].[Br-].C(CCCCCCCCC)[N+]1=CC=C(C=C1)C1=CC=[N+](C=C1)CCCCCCCCCC